4-(1-amino-2-methyl-1-oxopropan-2-yl)benzoic acid NC(C(C)(C)C1=CC=C(C(=O)O)C=C1)=O